tert-Butyl 8-methyl-3-(pyridin-2-yl)-5,6-dihydro-[1,2,4]triazolo[4,3-a]pyrazine-7(8H)-carboxylate CC1C=2N(CCN1C(=O)OC(C)(C)C)C(=NN2)C2=NC=CC=C2